ClC1=C(CN2C=NC3=C2C=C(C=C3)C3=CC(=NN3)NC(C3=CC=C(C=C3)\C=C\CCCCCC(=O)NO)=O)C(=CC=C1)Cl (E)-N-(5-(1-(2,6-dichlorobenzyl)-1H-benzo[d]imidazol-6-yl)-1H-pyrazol-3-yl)-4-(8-(hydroxyamino)-8-oxooct-1-en-1-yl)benzamide